2-(4-Tert-butyl-2-fluoro-5-hydroxy-phenyl)-N-[2-[1-(trifluoromethyl)cyclopropyl]-1H-benzimidazol-5-yl]acetamide C(C)(C)(C)C1=CC(=C(C=C1O)CC(=O)NC1=CC2=C(NC(=N2)C2(CC2)C(F)(F)F)C=C1)F